samarium-barium-copper-oxide [Cu]=O.[Ba].[Sm]